The molecule is a glucotriose consisting of three molecules of beta-D-glucopyranose joined in a linear sequence by (1->4) and (1->6) glycosidic linkages. C([C@@H]1[C@H]([C@@H]([C@H]([C@@H](O1)O[C@@H]2[C@H](O[C@H]([C@@H]([C@H]2O)O)OC[C@@H]3[C@H]([C@@H]([C@H]([C@@H](O3)O)O)O)O)CO)O)O)O)O